7-(4-(2-fluoro-6-methylphenyl)piperazin-1-yl)-5-((3-(trifluoromethoxy)pyridin-2-yl)methyl)pyrido[2,3-b]pyrazin-6(5H)-one FC1=C(C(=CC=C1)C)N1CCN(CC1)C1=CC=2C(=NC=CN2)N(C1=O)CC1=NC=CC=C1OC(F)(F)F